CN(CCCNC(\C(=C\CCCCC(=O)NO)\COC1=CC=CC2=CC=CC=C12)=O)C (E)-N1-(3-(dimethylamino)propyl)-N8-hydroxy-2-((naphthalen-1-yloxy)methyl)-2-octenediamide